N-((2-(6-((2-(1H-imidazol-1-yl)ethyl)amino)pyridin-2-yl)-1,6-naphthyridin-7-yl)methyl)-5-(methylsulfonyl)nicotinamide N1(C=NC=C1)CCNC1=CC=CC(=N1)C1=NC2=CC(=NC=C2C=C1)CNC(C1=CN=CC(=C1)S(=O)(=O)C)=O